C(#N)C1=CC(=C(C=C1)SCC1=CC=CC(=N1)OC1CCN(CC1)CC1=NC2=C(N1C[C@H]1OCC1)C=C(C=C2)C(=O)O)F (S)-2-((4-((6-((4-cyano-2-fluorophenylthio)methyl)pyridin-2-yl)oxy)piperidin-1-yl)methyl)-1-(oxetan-2-ylmethyl)-1H-benzo[d]imidazole-6-carboxylic acid